tert-butyl (10-((3-(2,6-dioxopiperidin-3-yl)-4-oxo-3,4-dihydrobenzo[d][1,2,3]triazin-6-yl)amino)decyl)carbamate O=C1NC(CCC1N1N=NC2=C(C1=O)C=C(C=C2)NCCCCCCCCCCNC(OC(C)(C)C)=O)=O